5-Methoxy-4-oxopentanoic acid COCC(CCC(=O)O)=O